4-hydroxy-phenylacetylglycine OC1=CC=C(C=C1)CC(=O)NCC(=O)O